ClC1=C(C=CC=C1)CC(=O)NC1=CC(=C(C=C1)N1N=CC(=C1)N1C(CCC1C)C)S(NCC1=C(C=C(C=C1)OC)OC)(=O)=O (2-chlorophenyl)-N-(3-[(2,4-dimethoxybenzyl)sulfamoyl]-4-{4-(2,5-dimethyl-pyrrolidin-1-yl)-1H-pyrazol-1-yl}phenyl)acetamide